C(C)NC(=O)C1=CC(=NC(=C1)C=1N=NN(C1)C1=CC(=C(C(=O)O)C=C1)O)C=1N=NN(C1)C1=CC(=C(C(=O)O)C=C1)O 4,4'-((4-(ethylcarbamoyl)pyridine-2,6-diyl)bis(1H-1,2,3-triazole-4,1-diyl))bis(2-hydroxybenzoic Acid)